ClC1=NN(C=C1C1=NC=CC(=N1)NC=1N=CC2=C(C=CC(=C2C1)C(C)C)N1[C@@H]([C@H](C1)CS(=O)(=O)C)C)C[C@@H]1OCC1 N-(2-(3-chloro-1-(((R)-oxetan-2-yl)methyl)-1H-pyrazol-4-yl)pyrimidin-4-yl)-5-isopropyl-8-((2R,3S)-2-methyl-3-((methanesulfonyl)methyl)azetidin-1-yl)isoquinolin-3-amine